C(CCCCCCCCCCCCCCCCC)OCCNC=1NC(C=2N=CN(C2N1)CCOCP(=O)(O)O)=O octadecyloxyethyl-9-[2-(phosphonomethoxy)ethyl]guanine